racemic-2-aminopentanol N[C@@H](CO)CCC |r|